1-methyl-4-prop-2-ylcyclohexa-1,4-diene CC1=CCC(=CC1)C(C)C